di-(2-naphthyl)methylene(cyclopentadienyl)(2,7-dimethyl-3,6-di-tert-butylfluorenyl)zirconium dichloride [Cl-].[Cl-].C1=C(C=CC2=CC=CC=C12)C(=[Zr+2](C1=C(C(=CC=2C3=CC(=C(C=C3CC12)C)C(C)(C)C)C(C)(C)C)C)C1C=CC=C1)C1=CC2=CC=CC=C2C=C1